N1C=CC=2C1=NC=C(C2)C=2C=C(CCNC(C1=C(C=CC=C1)F)=O)C=CC2 N-(3-(1H-pyrrolo[2,3-b]pyridin-5-yl)phenethyl)-2-fluorobenzamide